C(=O)(O)CCC(=O)C1=CC2=C(S1)C=C(C(=C2)OCCCOC=2C=C1CN(CC1=CC2OC)C(C[C@@H](C(=O)O)C)=O)OC (S)-4-(5-(3-((2-(3-carboxy-propanoyl)-6-methoxy-benzo[b]thiophen-5-yl)oxy)propoxy)-6-methoxy-isoindolin-2-yl)-2-methyl-4-oxobutanoic acid